C1([C@@H](O)[C@@H](O)[C@H](O)[C@H](O1)CO)[C@@]1([C@H](O)[C@H](O)[C@@H](CO)O1)N1C=NC=2C(=O)NC(N)=NC12 mannosyl-guanosine